C12(CC3CC(CC(C1)C3)C2)C[C@@H]2NC([C@@H](CCCNC(NC(NCCCC[C@H](NC2=O)C(N)=O)=O)=N)NC([C@H](CC2=CC=CC=C2)NC(OC(C)(C)C)=O)=O)=O Tert-Butyl ((2S)-1-(((9R,12S,15S)-12-((adamantan-1-yl)methyl)-15-carbamoyl-4-imino-2,10,13-trioxo-1,3,5,11,14-pentaazacyclononadecan-9-yl)amino)-1-oxo-3-phenylpropan-2-yl)carbamate